C(#N)[C@H]1CC[C@H](CC1)N1C2=NC(=NC=C2N(C1=O)C)NC=1C(=C(C(=O)N)C=C(C1)C)F ((9-(cis-4-cyanocyclohexyl)-7-methyl-8-oxo-8,9-dihydro-7H-purin-2-yl)amino)-2-fluoro-5-methylbenzamide